methyl 2-[5-(tert-butoxycarbonylamino)pentylamino]-5-[3-[4-[3-(dimethylamino)prop-1-ynyl]-2-fluoro-phenoxy]propyl]thiazole-4-carboxylate C(C)(C)(C)OC(=O)NCCCCCNC=1SC(=C(N1)C(=O)OC)CCCOC1=C(C=C(C=C1)C#CCN(C)C)F